1-((4R,5S)-5-(2,2-diiodovinyl)-2,2-dimethyl-1,3-dioxolan-4-yl)-2-(triphenylmethoxy)ethanol IC(=C[C@H]1[C@H](OC(O1)(C)C)C(COC(C1=CC=CC=C1)(C1=CC=CC=C1)C1=CC=CC=C1)O)I